tert-butyl 1-(5-((4-iodobenzyl) oxy)-2,3-dihydro-1H-inden-1-yl)-azetidine-3-carboxylate IC1=CC=C(COC=2C=C3CCC(C3=CC2)N2CC(C2)C(=O)OC(C)(C)C)C=C1